1-(3-methylbenzene-1-sulfonyl)-N-[(1-methyl-1H-pyrazol-3-yl)methyl]-1H-pyrazole-3-carboxamide CC=1C=C(C=CC1)S(=O)(=O)N1N=C(C=C1)C(=O)NCC1=NN(C=C1)C